ClC=1C=NC=C(C1[C@@H](C)OC=1C=C2C(=NNC2=CC1OC)C1=CC(=C(C(=C1)F)N1CC2(C1)CN(C2)S(=O)(=O)C)F)Cl (R)-5-(1-(3,5-dichloropyridin-4-yl)ethoxy)-3-(3,5-difluoro-4-(6-(methylsulfonyl)-2,6-diazaspiro[3.3]hept-2-yl)phenyl)-6-methoxy-1H-indazole